(R)-3-(2,5-dimethoxy-4-(ethylthio)phenyl)piperidine hydrochloride Cl.COC1=C(C=C(C(=C1)SCC)OC)[C@@H]1CNCCC1